2,7-dimethyl-5-((4-methylthiazol-5-yl)methoxy)benzofuran-3-carboxylic acid CC=1OC2=C(C1C(=O)O)C=C(C=C2C)OCC2=C(N=CS2)C